4-[(1S,4R,5R)-5-[[4-cyclopropyl-1-(2,6-dichlorophenyl)-1H-pyrazol-5-yl]methoxy]-3-oxo-2-azabicyclo[2.2.1]heptan-2-yl]-2-fluorobenzoic acid C1(CC1)C=1C=NN(C1CO[C@H]1[C@@H]2C(N([C@H](C1)C2)C2=CC(=C(C(=O)O)C=C2)F)=O)C2=C(C=CC=C2Cl)Cl